C1(=CC=CC=C1)[C@H]1CC[C@H](CC1)OC[C@@H]1NCC[C@@H]1NS(=O)(=O)C N-(cis-2-(((cis-4-phenylcyclohexyl)oxy)methyl)pyrrolidin-3-yl)methanesulfonamide